ClC=1C(=NC(=NC1)NC1CCOCC1)C1=CC=C2CN(C(C2=C1)=O)[C@@H](C(=O)N[C@H](C)C1=C(C(=CC=C1)OC)F)CO (2R)-2-(6-{5-chloro-2-[(oxacyclohex-4-yl)amino]pyrimidin-4-yl}-1-oxo-2,3-dihydro-1H-isoindol-2-yl)-N-[(1R)-1-(2-fluoro-3-methoxyphenyl)ethyl]-3-hydroxypropionamide